C1(=CC=CC=C1)N1N=CC(=C1)C12CC(C1)(C2)N 3-(1-phenylpyrazol-4-yl)bicyclo[1.1.1]pentan-1-amine